ClC1=CC(=NC(=N1)C)OCC=1N=C2N(C=C(C=C2N2C(N(C(C2)=O)C)=O)C2CC2)C1 1-(2-(((6-chloro-2-methylpyrimidin-4-yl)oxy)methyl)-6-cyclopropylimidazo[1,2-a]pyridin-8-yl)-3-methylimidazolidine-2,4-dione